2-((4-Amino-3-(4-hydroxyphenyl)-1H-pyrazolo[3,4-d]pyrimidin-1-yl)methyl)-3-(2-fluorobenzyl)-5-(6-morpholino-6-oxohex-1-yn-1-yl)quinazolin-4(3H)-one NC1=C2C(=NC=N1)N(N=C2C2=CC=C(C=C2)O)CC2=NC1=CC=CC(=C1C(N2CC2=C(C=CC=C2)F)=O)C#CCCCC(=O)N2CCOCC2